BrC=1SC2=C(N1)CCC(C2=O)C 2-bromo-6-methyl-5,6-dihydrobenzo[d]thiazol-7(4H)-one